calcium 4,6-bis(octylthiomethyl)-o-cresol C(CCCCCCC)SCC=1C=C(C(=C(C1)CSCCCCCCCC)O)C.[Ca]